4-methyl-β-nitrostyrene CC1=CC=C(C=C[N+](=O)[O-])C=C1